OC1=CC=C2C(C=C(OC2=C1O)C1=CC(=C(C=C1)O)O)=O 7,8,3',4'-Tetrahydroxyflavone